5-(3-(5-(2-(3-Bromophenyl)-1,3-dimethoxypropan-2-yl)-1H-imidazol-2-yl)-4-fluorophenoxy)-4,6-difluoro-1H-indole BrC=1C=C(C=CC1)C(COC)(COC)C1=CN=C(N1)C=1C=C(OC=2C(=C3C=CNC3=CC2F)F)C=CC1F